OCCN1C2(C(C3=CC=CC=C13)(C)C)OC1=C(C=C2)C=C(C=C1)[N+](=O)[O-] 1'-(2-hydroxyethyl)-3',3'-dimethyl-6-nitrospiro[1(2H)-benzopyran-2,2'-indoline]